N1,N1-dimethyl-N4-(2-((5R,7R)-3,3,7-trimethyl-2-oxa-8-azaspiro[4.5]decan-8-yl)phenyl)benzene-1,4-disulfonamide CN(S(=O)(=O)C1=CC=C(C=C1)S(=O)(=O)NC1=C(C=CC=C1)N1[C@@H](C[C@@]2(CC(OC2)(C)C)CC1)C)C